CC1(OC2=C(C(C1)=O)C(=CC(=C2)O)O)C 2,2-dimethyl-5,7-dihydroxyl-4-oxo-2,3-dihydrobenzopyran